2-((2-bromo-3-methoxyphenoxy)methyl)cyclopropane-1-carboxylic acid ethyl ester C(C)OC(=O)C1C(C1)COC1=C(C(=CC=C1)OC)Br